FCCOC1=C(C=CC(=C1)S(=O)(=O)C)NCC#CC=1N(C=2C=CC=C(C2C1)NC1CCOCC1)CC(F)(F)F 2-(3-{[2-(2-fluoroethoxy)-4-methanesulfonyl-phenyl]amino}prop-1-yn-1-yl)-N-(oxan-4-yl)-1-(2,2,2-trifluoroethyl)-1H-indol-4-amine